C(C)C=1N(C=2N(C(C1N1CCNCC1)=O)N=C(N2)C2=CCC1(COC1)CC2)CC(=O)NC2=CC=C(C=C2)S(F)(F)(F)(F)F 2-(5-ethyl-7-oxo-6-(piperazin-1-yl)-2-(2-oxaspiro[3.5]non-6-en-7-yl)-[1,2,4]triazolo[1,5-a]pyrimidin-4(7H)-yl)-N-(4-(pentafluoro-λ6-sulfaneyl)phenyl)acetamide